C(=O)[O-].ClC1=C(C(=O)N2CCN(CC2)C(C[N+](C)(C)C)=O)C=CC(=C1)NC=1C=2N(C=CN1)C(=CN2)C=2C(=NNC2)C(F)(F)F [2-[4-[2-Chloro-4-[[3-[3-(trifluoromethyl)-1H-pyrazol-4-yl]imidazo[1,2-a]pyrazin-8-yl]amino]benzoyl]piperazin-1-yl]-2-oxo-ethyl]-trimethyl-ammonium formate